C(C(O)CO)(=O)SCCNC(CCNC([C@@H](C(COP(OP(OC[C@@H]1[C@H]([C@H]([C@@H](O1)N1C=NC=2C(N)=NC=NC12)O)OP(=O)(O)O)(=O)O)(=O)O)(C)C)O)=O)=O glyceryl-CoA